C1(CC1)N1C(N(C=2C(C1=O)=C(N(C(C2C)=O)C)NC2=C(C=C(C=C2)I)F)C=2C=C(C=CC2)NC(C)=O)=O N-[3-[3-cyclopropyl-5-(2-fluoro-4-iodo-phenylamino)-6,8-dimethyl-2,4,7-trioxo-3,4,6,7-tetrahydro-2H-pyrido[4,3-d]pyrimidin-1-yl]phenyl]acetamide